tert-butyl (3-((tert-butyldimethylsilyl)oxy)-2,6,6,9-tetramethyl-6H-benzo[c]chromen-8-yl)carbamate [Si](C)(C)(C(C)(C)C)OC1=C(C=C2C3=C(C(OC2=C1)(C)C)C=C(C(=C3)C)NC(OC(C)(C)C)=O)C